FC1=C(C(=C(C(=C1[B-](C1=C(C(=C(C(=C1F)F)F)F)F)(C1=C(C(=C(C(=C1F)F)F)F)F)C1=C(C(=C(C(=C1F)F)F)F)F)F)F)F)F.C1(=CC=CC=C1)N(C1=CC=CC=C1)C1=CC=CC=C1 triphenylamine tetrakis(pentafluorophenyl)borate